CC1C(C1)CCCCCCCCCCC(=O)N 11-(2-methylcyclopropyl)undecanamide